methyl 4'-(6-chloro-2-(((3R,3aR,6R,6aR)-6-hydroxyhexahydrofuro[3,2-b]furan-3-yl)oxy)-1H-imidazo[4,5-b]pyridin-5-yl)-[1,1'-biphenyl]-4-carboxylate ClC=1C=C2C(=NC1C1=CC=C(C=C1)C1=CC=C(C=C1)C(=O)OC)N=C(N2)O[C@H]2[C@@H]1[C@H](OC2)[C@@H](CO1)O